FC(S(=O)(=O)O)(F)F.C[C@@H]1NCCC2(C1)OCCC1=C2C=CS1 (2'S)-2'-methylspiro[6,7-dihydrothieno[3,2-c]pyran-4,4'-piperidine] (trifluoromethanesulfonate)